NCCNC1=NC(=NC(=N1)NCC(C)[Si](OC(C)=O)(OC(C)=O)OC(C)=O)[Si](OC(C)=O)(OC(C)=O)OC(C)=O 6-(2-aminoethyl)amino-2,4-bis(triacetoxysilyl)propylamino-1,3,5-triazine